(S)-3-((S)-4-isopropylcyclohex-1-en-1-yl)-2-methylpropionaldehyde C(C)(C)[C@@H]1CC=C(CC1)C[C@@H](C=O)C